Cl.CN1N=C(N=C1[C@H](C)N)C1=CC=CC=C1 (S)-1-(1-methyl-3-phenyl-1H-1,2,4-triazol-5-yl)ethan-1-amine hydrochloride